C(C1=CC=CC=C1)NC(C1=CC=C(C(=O)NCC2=CC=CC=C2)C=C1)=O N,N'-dibenzylterephthalamide